BrCCOC=1C=C2C(=NN(C2=C(C1)C(F)(F)F)C1CC(C1)(O)C)F (trans)-3-(5-(2-bromoethoxy)-3-fluoro-7-(trifluoromethyl)-1H-indazol-1-yl)-1-methylcyclobutan-1-ol